C(CC(=O)[O-])(=O)OC(C)(C)C mono-tertiary butyl malonate